C1(CCCC1)N1N=C(C=C1C1=C(C=CC=C1OC)OC)C(=O)N[C@H](CC1=NN=CN1)CCN1CCCCC1 (S)-1-cyclopentyl-5-(2,6-dimethoxyphenyl)-N-(4-(piperidin-1-yl)-1-(4H-1,2,4-triazol-3-yl)but-2-yl)-1H-pyrazole-3-carboxamide